tert-butyl((8-cyano-1-((2R,4R)-2-methyltetrahydro-2H-pyran-4-yl)-1H-imidazo[4,5-c]quinolin-2-yl) methyl) carbamate C(N)(OC(C=1N(C2=C(C=NC=3C=CC(=CC23)C#N)N1)[C@H]1C[C@H](OCC1)C)C(C)(C)C)=O